OC=1C=C(C(=O)NCC(=O)NC(CC(=O)O)C2=CC(=CC(=C2)C(C)(C)C)Br)C=C(C1)NC=1NCC(CN1)O (3S)-N-[3-hydroxy-5-[(1,4,5,6-tetrahydro-5-hydroxy-2-pyrimidinyl)amino]benzoyl]glycyl-3-[3-bromo-5-(1,1-dimethylethyl)phenyl]-beta-alanine